4-chloro-2-((2,3-dichlorophenylimino)-methyl)phenol ClC1=CC(=C(C=C1)O)C=NC1=C(C(=CC=C1)Cl)Cl